2-((1H-pyrrolo[2,3-b]pyridin-5-yl)oxy)-4-(4-((4'-chloro-[1,1'-biphenyl]-2-yl)methyl)piperazin-1-yl)benzoic acid N1C=CC=2C1=NC=C(C2)OC2=C(C(=O)O)C=CC(=C2)N2CCN(CC2)CC2=C(C=CC=C2)C2=CC=C(C=C2)Cl